1-azabicyclo[2.2.2]octane N12CCC(CC1)CC2